C[C@@]1(CCC=2C1=NNC(C2C(F)(F)F)=O)CNCC(N2CCN(CC2)C2=NC=C(C=N2)C(F)(F)F)=O |r| rac-7-Methyl-7-(((2-oxo-2-(4-(5-(trifluoromethyl)pyrimidin-2-yl)piperazin-1-yl)ethyl)amino)methyl)-4-(trifluoromethyl)-2,5,6,7-tetrahydro-3H-cyclopenta[c]pyridazin-3-one